ClC=1C(=NN2C1CN(CCC2)C=2C1=C(N=C(N2)Cl)C[C@]2(CCC3=C(C=CC=C23)Cl)N(C1)C)C(=O)N(C)C 3-chloro-5-[(7S)-2,4'-dichloro-6-methyl-spiro[5,8-dihydropyrido[4,3-d]pyrimidine-7,1'-indane]-4-yl]-N,N-dimethyl-4,6,7,8-tetrahydropyrazolo[1,5-a][1,4]diazepine-2-carboxamide